C1(CC1)N1C=C(C(C2=CC(=C(C=C12)F)F)=O)CN(CC1=CC(=NC=C1)C)[C@@H]1CN(CCC1)C=1C=NC=C(C1)F 1-cyclopropyl-6,7-difluoro-3-({[(3S)-1-(5-fluoropyridin-3-yl)piperidin-3-yl][(2-methylpyridin-4-yl)methyl]amino}methyl)-1,4-dihydroquinolin-4-one